(S)-6-((3-amino-5-(1-amino-1,3-dihydrospiro[inden-2,4'-piperidin]-1'-yl)pyrazine-2-yl)thio)-5-chloro-3-(2-methoxyethyl)quinazolin-4(3H)-one NC=1C(=NC=C(N1)N1CCC2(CC1)[C@@H](C1=CC=CC=C1C2)N)SC=2C(=C1C(N(C=NC1=CC2)CCOC)=O)Cl